(5-(methoxymethyl)pyridin-3-yl)methanone COCC=1C=C(C=NC1)C=O